3-(3-fluorophenyl)-1-methyl-1H-pyrazolo[4,3-b]pyridine-6-carbaldehyde FC=1C=C(C=CC1)C1=NN(C=2C1=NC=C(C2)C=O)C